C(C1=CC=CC=C1)N1C[C@H]([C@@H]([C@H](C1)C)F)CCO[Si](C1=CC=CC=C1)(C1=CC=CC=C1)C(C)(C)C 2-[(3R,4R,5S)-1-benzyl-4-fluoro-5-methyl-3-piperidinyl]ethoxy-tert-butyl-diphenylsilane